FC(C1=CC(=C(C#N)C=C1)B1OC(CO1)(C)C)(F)F 4-(trifluoromethyl)-2-(5,5-dimethyl-1,3,2-dioxaborolan-2-yl)benzonitrile